C(C)[C@@H]1N(C[C@H](N(C1)C(C)C=1C=C2N=CC=NC2=CC1)CC)C=1C=2C(N(C(C1)=O)CC)=CN(N2)CC#N 2-(7-((2S,5R)-2,5-diethyl-4-(1-(quinoxalin-6-yl)ethyl)piperazin-1-yl)-4-ethyl-5-oxo-4,5-dihydro-2H-pyrazolo[4,3-b]pyridin-2-yl)acetonitrile